3-(3-Chloro-5-(cyclopropylmethoxy)phenyl)-2-methoxy-5-nitropyridine ClC=1C=C(C=C(C1)OCC1CC1)C=1C(=NC=C(C1)[N+](=O)[O-])OC